NCCNCCN1C(NCC1)=O 1-(2-[(2-aminoethyl)amino]ethyl)imidazolidone